C(C)C1C23C4CC=CC(C4C(C1)C2)C3 9-ethyltetracyclo[6.2.1.13,8.02,7]dodec-4-ene